Cl.Cl.FC1=CC=C(C=C1)[C@@]1(CCOC2(CCCC2)C1)CCNCC1=C(C=CC=C1)C1=CC=NC=C1 (R)-2-(9-(4-fluorophenyl)-6-oxaspiro[4.5]decane-9-yl)-N-(2-(pyridine-4-yl)benzyl)ethylamine dihydrochloride